(2R)-N-benzyl-2-(3-(dimethylamino)-2,5-dioxopyrrolidin-1-yl)propanamide methanesulfonate CS(=O)(=O)O.C(C1=CC=CC=C1)NC([C@@H](C)N1C(C(CC1=O)N(C)C)=O)=O